(dimethylamino)acrylic acid ethyl ester C(C)OC(C(=C)N(C)C)=O